C(C1=CC=CC=C1)NC(/C=C/C(=O)N[C@@H](CC1=CC=CC=C1)OB(O)O)=O (R,E)-(1-(4-(benzylamino)-4-oxobut-2-enamido)-2-phenylethyl)boric acid